1,2-bis(chlorodipropylsilyl)ethane Cl[Si](CC[Si](CCC)(CCC)Cl)(CCC)CCC